ethylenebislauric amide C(CCCCCCCCCCCCC(=O)N)CCCCCCCCCCCC(=O)N